Methyl 2-([5-(3-cyclobutoxyphenyl)-1-(2-methylphenyl)-1H-pyrazol-3-yl]methoxy)-2-methylpropanoate C1(CCC1)OC=1C=C(C=CC1)C1=CC(=NN1C1=C(C=CC=C1)C)COC(C(=O)OC)(C)C